(5-(2-chloro-5-fluorophenyl)-8-(1-cyclopropyl-1H-pyrazol-4-yl)-2-carbonyl-2,3,4,5-tetrahydro-1H-benzo[d]azepin-6-yl)-3-fluoro-5-(trifluoromethyl)benzamide ClC1=C(C=C(C=C1)F)C1C2=C(CC(NC1)=C=O)C=C(C=C2C2=C(C(=O)N)C=C(C=C2F)C(F)(F)F)C=2C=NN(C2)C2CC2